1-methyl-pyridin-2-one CN1C(C=CC=C1)=O